C(CCC)C1CCC(CC1)C1CCC(CC1)C(=O)OCC(COC(=O)OCCCN(CC)CC)COC(CCCCCCC\C=C/C\C=C/CCCCC)=O 3-(((3-(diethylamino)propoxy)carbonyl)oxy)-2-((((9Z,12Z)-octadeca-9,12-dienoyl)oxy)methyl)propyl (1r,1's,4R,4'R)-4'-butyl-[1,1'-bi(cyclohexane)]-4-carboxylate